COC(=O)C1=CC2=C(SC(CN2CC2=CC(=CC(=C2)F)F)C)C=C1 4-(3,5-Difluorobenzyl)-2-methyl-3,4-dihydro-2H-benzo[b][1,4]thiazine-6-carboxylic acid methyl ester